ClC1=C(C(=O)N(CC=2OC=CC2)CC2=C(C=C(C=C2)N(CCC)CC)N(S(=O)(=O)C=2C=CC3=C(C(=C(O3)C(=O)OCC)C)C2)CC)C=CC=C1 ethyl 5-(N-(2-((2-chloro-N-(furan-2-ylmethyl) benzoylamino) methyl)-5-(ethyl (propyl) amino) phenyl)-N-ethylsulfamoyl)-3-methylbenzofuran-2-carboxylate